(1S,4s)-4-(8-(2-chloro-4,6-difluorophenylamino)-2-((R)-1-tosylpiperidin-3-ylamino)-9H-purin-9-yl)cyclohexanecarboxamide ClC1=C(C(=CC(=C1)F)F)NC=1N(C2=NC(=NC=C2N1)N[C@H]1CN(CCC1)S(=O)(=O)C1=CC=C(C)C=C1)C1CCC(CC1)C(=O)N